(R)-8-(benzyloxy)-5-(2-(4-(4-fluorophenyl)piperazin-1-yl)-1-hydroxyethyl)quinoline C(C1=CC=CC=C1)OC=1C=CC(=C2C=CC=NC12)[C@H](CN1CCN(CC1)C1=CC=C(C=C1)F)O